C(N)(=O)[C@H](C[C@H]1C(NCC1)=O)NC(=O)[C@H]1N(C[C@H]2[C@@H]1CCC2)C(=O)OC(C)(C)C tert-butyl (1S,3aR,6aS)-1-{[(1S)-1-carbamoyl-2-[(3S)-2-oxopyrrolidin-3-yl]ethyl]carbamoyl}-hexahydro-1H-cyclopenta[c]pyrrole-2-carboxylate